(+-)-6-Methyl-7-oxa-1-thia-4-azaspiro[4.4]nonane CC1C2(NCCS2)CCO1